OC1N(C(C2=CC(=CC=C12)N1CCC(CC1)CO)=O)C1C(NC(CC1)=O)=O 3-[1-hydroxy-5-[4-(hydroxymethyl)-1-piperidyl]-3-oxo-isoindolin-2-yl]piperidine-2,6-dione